1-[3-(dimethylisopropoxysilyl)phenyl]-1-phenylethylene C[Si](C=1C=C(C=CC1)C(=C)C1=CC=CC=C1)(OC(C)C)C